N-[3-(quinazolin-7-yl)phenyl]prop-2-enamide N1=CN=CC2=CC=C(C=C12)C=1C=C(C=CC1)NC(C=C)=O